methyl 3-fluoro-4-(1-methyl-2-(trifluoromethyl)-1H-imidazol-4-yl)benzoate FC=1C=C(C(=O)OC)C=CC1C=1N=C(N(C1)C)C(F)(F)F